C(C)OC(C(CC)C)=O 2-Methylbutanoic acid (+-)-ethyl ester